[Ag].[Y].[La].[V] vanadium-lanthanum-yttrium-silver